C(C)N(CC)CC.C(CC(=O)C)(=O)NS(O)(=O)=O acetoacetyl-sulfamic acid triethylamine salt